FC1=C(C=C2C=C(NC2=C1)C(=O)NS(=O)(=O)C=1C=C(C=CC1)C1=CC=C(C=C1)F)OC1=CC=C(C=C1)F 6-fluoro-N-((4'-fluoro-[1,1'-biphenyl]-3-yl)sulfonyl)-5-(4-fluorophenoxy)-1H-indole-2-carboxamide